C(C(C)C)(=O)N1[C@H](CN(C[C@H]1C)S(=O)(=O)C1=CC=CC=C1)C(=O)OC cis-methyl 1-isobutyryl-6-methyl-4-(phenylsulfonyl)piperazine-2-carboxylate